COCCOC1=CC(=C(C=C1)NC(=O)C(F)(F)F)NCCO 2,6-pyridine